3-(5-(5-(but-1-en-1-yl)pyridin-2-yl)-1-oxoisoindolin-2-yl)piperidine-2,6-dione C(=CCC)C=1C=CC(=NC1)C=1C=C2CN(C(C2=CC1)=O)C1C(NC(CC1)=O)=O